5-bromo-N2-(4-(4-(dimethylamino)piperidin-1-yl)-2,3-dihydrobenzofuran-7-yl)-N4-(1-(methylsulfonyl)indolin-7-yl)pyrimidine-2,4-diamine BrC=1C(=NC(=NC1)NC1=CC=C(C=2CCOC21)N2CCC(CC2)N(C)C)NC=2C=CC=C1CCN(C21)S(=O)(=O)C